dimethylsilylbis(tetramethylcyclopentadienyl)allyltitanium (III) C[SiH](C)[Ti+]CC=C(C1(C(=C(C(=C1)C)C)C)C)C1(C(=C(C(=C1)C)C)C)C